NC1=CC(=C(OC=2C=CC3=C(COC(N3)=O)C2)C(=C1)Cl)Cl 6-(4-amino-2,6-dichloro-phenoxy)-1,4-dihydro-3,1-benzoxazine-2-one